CONC(=O)CC(=O)OCC ethyl 2-[(methoxy)carbamoyl]acetate